CS(=O)(=O)C[C@@H]1CN(CCN1)C(=O)OC(C)(C)C tert-butyl (S)-3-((methylsulfonyl)methyl)piperazine-1-carboxylate